2,6-di-t-butyl-4-dodecyl-phenol C(C)(C)(C)C1=C(C(=CC(=C1)CCCCCCCCCCCC)C(C)(C)C)O